C1OCC12CN(C2)CCN2C(N(C1=C2C=CC=C1)CC1=CC=C(C=C1)C=1OC(=NN1)C(F)F)=O 1-(2-(2-oxa-6-azaspiro[3.3]heptane-6-yl)ethyl)-3-(4-(5-(difluoromethyl)-1,3,4-oxadiazole-2-yl)benzyl)-1,3-dihydro-2H-benzo[d]imidazole-2-one